5-morpholinopyrazole O1CCN(CC1)C1=CC=NN1